C(C)(C)[Si](OC(=COC(F)(F)F)C1=CC=C(C=C1)C(F)(F)F)(C(C)C)C(C)C Triisopropyl((2-(trifluoromethoxy)-1-(4-(trifluoromethyl)phenyl)vinyl)oxy)silane